(N-p-chlorophenyl)-3-pyrazolyloxyformate ClC1=CC=C(C=C1)N1N=C(C=C1)OC(=O)[O-]